4,4'-biphenyl-terephthalic acid tert-butyl-(R)-6-(3-(2,2-dimethyl-4-(morpholinomethyl)piperidin-1-yl)-5-methyl-1H-pyrazol-1-yl)-2-azaspiro[3.3]heptane-2-carboxylate C(C)(C)(C)OC(=O)N1CC2(C1)CC(C2)N2N=C(C=C2C)N2C(C[C@@H](CC2)CN2CCOCC2)(C)C.C2(=CC=C(C=C2)C2=CC=CC=C2)C2=CC(=CC=C2C(=O)O)C(=O)O